2-methyl-2,6-heptanediol CC(C)(CCCC(C)O)O